Natrium (S)-3-(3-(2,6-Dimethylbenzyl)phenyl)-3-(3-(1-Methyl-4-oxido-2-oxo-1,2-Dihydropyridin-3-yl)ureido)propanoat CC1=C(CC=2C=C(C=CC2)[C@H](CC(=O)[O-])NC(=O)NC=2C(N(C=CC2[O-])C)=O)C(=CC=C1)C.[Na+].[Na+]